4-benzyl-2-methoxy-6-({[tri(propan-2-yl)silyl]oxy}methyl)morpholine C(C1=CC=CC=C1)N1CC(OC(C1)CO[Si](C(C)C)(C(C)C)C(C)C)OC